N-(2-(4-methyl-4-(morpholine-4-carbonyl)-piperidin-1-yl)-5-(trifluoromethyl)phenyl)-5-(tetrahydro-2H-pyran-4-yl)furan-2-carboxamide CC1(CCN(CC1)C1=C(C=C(C=C1)C(F)(F)F)NC(=O)C=1OC(=CC1)C1CCOCC1)C(=O)N1CCOCC1